(2S)-cyano-pyrrolidine trifluoroacetate salt FC(C(=O)O)(F)F.C(#N)N1CCCC1